C1=CC=CC=2C3=CC=CC=C3C(C12)COC(=O)NC(C(=O)NC(C(=O)OC(C)(C)C)CCCCNC(CCCC1=CC=C(C=C1)CC(C)C)=O)CCCCNC(=O)OC(C)(C)C tert-butyl 2-(2-((((9H-fluoren-9-yl)methoxy)carbonyl)amino)-6-((tert-butoxycarbonyl)-amino)hexanamido)-6-(4-(4-isobutylphenyl)butanamido)hexanoate